1-(4-((5-(3,5-dimethylisoxazol-4-yl)-2-methylphenyl)(3-((1-(2-(2,6-dioxopiperidin-3-yl)-1,3-dioxoisoindolin-5-yl)azetidin-3-yl)oxy)propyl)amino)phenyl)cyclopropane-1-nitrile CC1=NOC(=C1C=1C=CC(=C(C1)N(C1=CC=C(C=C1)C1(CC1)C#N)CCCOC1CN(C1)C=1C=C2C(N(C(C2=CC1)=O)C1C(NC(CC1)=O)=O)=O)C)C